OC1=C(C=C(C=C1)C(CC(=O)O)(C)C1=CC(=C(C=C1)O)C(C)(C)C)C(C)(C)C 3,3-bis-(4'-hydroxy-3'-tert-butylphenyl)-butanoic acid